FC1=CC=CC2=C1N=NN(C2=O)CC(=O)N[C@@H](C)C2=CC=C(C=C2)OC (S)-2-(8-fluoro-4-oxo-benzo[d][1,2,3]triazin-3(4H)-yl)-N-(1-(4-methoxyphenyl)ethyl)acetamide